1-(6-(4-isopropyl-4H-1,2,4-triazol-3-yl)pyridin-2-yl)-3-(5-(1,2,3,6-tetrahydropyridin-4-yl)pyrazin-2-yl)urea C(C)(C)N1C(=NN=C1)C1=CC=CC(=N1)NC(=O)NC1=NC=C(N=C1)C=1CCNCC1